N2-isobutyl-6-O-diphenylcarbamoyl-2'-O-(2-ethylacetyl)-5'-O-(4,4'-Dimethoxytrityl)guanosine-3'-((2-cyanoethyl) N,N-diisopropylphosphoramidite) C(#N)CCP(O)(N(C(C)C)C(C)C)O[C@H]1[C@H]([C@@H](O[C@@H]1COC(C1=CC=C(C=C1)OC)(C1=CC=C(C=C1)OC)C1=CC=CC=C1)N1C=NC=2C(OC(N(C3=CC=CC=C3)C3=CC=CC=C3)=O)=NC(NCC(C)C)=NC12)OC(CCC)=O